4-benzoyl-N,N-dimethyl-N-[2-(1-oxo-2-propenyloxy)ethyl]benzyl-ammonium bromide [Br-].C(C1=CC=CC=C1)(=O)C1=CC=C(C[N+](CCOC(C=C)=O)(C)C)C=C1